C(C)(C)(C)OC(=O)N[C@@H](C(=O)O)CCCCO (R)-2-((tert-butoxycarbonyl)amino)-6-hydroxyhexanoic Acid